ClC1=C(C=NC=C1[N+](=O)[O-])C 4-chloro-3-methyl-5-nitropyridine